ClC=1C=C2CCNC2=C(C1)F 5-chloro-7-fluoroindoline